C(CCCCCCCCCCC)OCCCCCCCC octyl Dodecyl ether